tetrakis(carbazol-9-yl)-1,4-dicyanobenzene C1=CC=CC=2C3=CC=CC=C3N(C12)C1=C(C(=C(C(=C1C#N)N1C2=CC=CC=C2C=2C=CC=CC12)N1C2=CC=CC=C2C=2C=CC=CC12)C#N)N1C2=CC=CC=C2C=2C=CC=CC12